COC(=O)C=1N(C(N(C1)C(=O)OC(C)(C)C)=O)C 3-methyl-2-oxo-2,3-dihydro-1H-imidazole-1,4-dicarboxylic acid 1-(tert-butyl) ester 4-methyl ester